5-chloro-4-((3-(2,3-dihydrobenzo[b][1,4]dioxin-6-yl)-2-methylbenzyl)oxy)-2-((1-ethyl-1H-pyrazol-4-yl)methoxy)benzaldehyde ClC=1C(=CC(=C(C=O)C1)OCC=1C=NN(C1)CC)OCC1=C(C(=CC=C1)C1=CC2=C(OCCO2)C=C1)C